tert-butyl N-[3-(4-ethyl-3-pyridyl)-6-(tetrahydrofuran-3-ylamino)-2,7-naphthyridin-1-yl]carbamate C(C)C1=C(C=NC=C1)C=1N=C(C2=CN=C(C=C2C1)NC1COCC1)NC(OC(C)(C)C)=O